1-(5,6-dimethylpyridin-3-yl)-4,4-difluoro-3,3-dimethyl-3,4-dihydroisoquinoline CC=1C=C(C=NC1C)C1=NC(C(C2=CC=CC=C12)(F)F)(C)C